methyl-bis(4-phenylphenyl)silane C[SiH](C1=CC=C(C=C1)C1=CC=CC=C1)C1=CC=C(C=C1)C1=CC=CC=C1